OC=CC(=O)C(=O)C(=O)C=CO hydroxyacrylketone